1-(4,5-dimethylthiazol-2-yl)-3,5-diphenylformazan CC=1N=C(SC1C)N=NC(=NNC1=CC=CC=C1)C1=CC=CC=C1